[Cu].[Sn].[Ca].[Pb] lead-calcium-tin-copper